1-Methyl-3-piperidinemethanol CN1CC(CCC1)CO